[Pd](Cl)Cl.C1(=CC=CC=C1)[C-]1C=CC=C1.[C-]1(C=CC=C1)C1=CC=CC=C1.[Fe+2] diphenylferrocene palladium chloride